C[C@H]1CN(C[C@H](O1)C)C1=NC(=C(C(=N1)Cl)Cl)Cl (2S,6R)-2,6-dimethyl-4-(4,5,6-trichloropyrimidin-2-yl)morpholine